CN(C1(CCC2(CN(C(N2)=O)C=2N(N=C(C2)C(F)(F)F)C)CC1)C1=CC=CC=C1)C Cis-8-dimethylamino-3-[2-methyl-5-(trifluoromethyl)-2H-pyrazol-3-yl]-8-phenyl-1,3-diazaspiro[4.5]decan-2-one